(E)-3,7-dimethyl-2,6-octadien-1-yl vinyl ether C(=C)OC\C=C(\CCC=C(C)C)/C